3-((2-((4-bromo-3-(((tert-butyldimethylsilyl)oxy)methyl)-5-(trifluoromethyl)phenyl)amino)-5-chloropyrimidin-4-yl)amino)tetrahydro-2H-pyran-4-carbonitrile BrC1=C(C=C(C=C1C(F)(F)F)NC1=NC=C(C(=N1)NC1COCCC1C#N)Cl)CO[Si](C)(C)C(C)(C)C